C(C)(C)(C)OC(=O)N1C(CC(C1)(C)C)O 2-hydroxy-4,4-dimethylpyrrolidine-1-carboxylic acid tert-butyl ester